COC1=CC=C(C=C1)P(C1=CC=C(C=C1)OC)C1=CC=C(C=C1)OC tri(p-methoxyphenyl)phosphine